CC1=CC=C(C=C1)C1=CC=C(C=C1)C=O 4'-methylbiphenyl-4-carbaldehyde